4-nitro-1,2,5-oxadiazole [N+](=O)([O-])C=1C=NON1